C(C)(C)OC1=C(C(N(C(=C1)C)C1=CC=NC=C1)=O)C(=O)O isopropoxy-6-methyl-2-oxo-2H-[1,4'-bipyridine]-3-carboxylic acid